1,3-dihydro-2-oxobenzo[c]thiophenesulfonic acid O=S1C(C2=C(C1)C=CC=C2)S(=O)(=O)O